4-trifluoromethylbenzyl-amine FC(C1=CC=C(CN)C=C1)(F)F